NC=1N=C(C2=C(N1)NC(=C2)C=2C=NN(C2)C2=CC=CC=C2)C=2C(=C(C=CC2)N2C(C1=C(C=C(C=C1C=C2)C2CC2)F)=O)CO 2-{3-[2-amino-6-(1-phenyl-1H-pyrazol-4-yl)-7H-pyrrolo[2,3-d]pyrimidin-4-yl]-2-(hydroxymethyl)phenyl}-6-cyclopropyl-8-fluoroisoquinolin-1(2H)-one